[(2R)-2-methylmorpholin-4-yl]-(1H-pyrazolo[3,4-b]pyridin-5-yl)methanone C[C@@H]1CN(CCO1)C(=O)C=1C=C2C(=NC1)NN=C2